[Si](C)(C)(C(C)(C)C)O[C@@H]([C@H](CN1N=C2C(=CC=CC2=C1)C(=O)O)OCCC1=CC=CC=C1)C1=CC(=C(C(=C1)OC)C)OC ((2S,3R)-3-((tert-butyldimethylsilyl)oxy)-3-(3,5-dimethoxy-4-methylphenyl)-2-phenethyloxypropyl)-2H-indazole-7-carboxylic acid